Mesitylen C1(=CC(=CC(=C1)C)C)C